C(CCCC)OC(CCOCCCCC)=O 3-pentoxy-propionic acid amyl ester